1-(2-oxaspiro[3.3]heptan-6-yl)-1H-pyrazol C1OCC12CC(C2)N2N=CC=C2